CN1C2=C(C=C(C1=O)C(=O)O)[C@@H](CC2)C (5R)-1,5-dimethyl-2-oxo-6,7-dihydro-5H-cyclopenta[b]pyridine-3-carboxylic acid